N-(3-(5-chloro-2-methyl-1H-indol-3-yl)propyl)-4-(3-(4-methylpiperazin-1-yl)propoxy)benzenesulfonamide ClC=1C=C2C(=C(NC2=CC1)C)CCCNS(=O)(=O)C1=CC=C(C=C1)OCCCN1CCN(CC1)C